N1=CNC(C2=C1COC2)=O 5,7-dihydrofuro[3,4-d]pyrimidin-4(3H)-one